ClC1=C(C=C(C=C1)NC(=O)NC1=CC(=C(C=C1)OC1=NC=NC2=CC(=C3C(=C12)OCCO3)OCCCN3CCOCC3)F)C(F)(F)F 1-(4-chloro-3-(trifluoromethyl)phenyl)-3-(3-fluoro-4-((5-(3-morpholinopropoxy)-2,3-dihydro-[1,4]dioxino[2,3-f]quinazolin-10-yl)oxy)phenyl)urea